N-formyl-carbazole C(=O)N1C2=CC=CC=C2C=2C=CC=CC12